1-(7-Fluoro-1-methyl-1H-indazol-6-yl)-N-[(1R)-1-[3-nitro-5-(trifluoromethyl)phenyl]ethyl]-6-oxo-1,6-dihydropyridazine-3-carboxamide FC=1C(=CC=C2C=NN(C12)C)N1N=C(C=CC1=O)C(=O)N[C@H](C)C1=CC(=CC(=C1)C(F)(F)F)[N+](=O)[O-]